tert-butyl (3-amino-2-(difluoromethoxy)benzyl)carbamate NC=1C(=C(CNC(OC(C)(C)C)=O)C=CC1)OC(F)F